OCCOCOC(C(=O)O)=CC1=CC=CC=C1 hydroxyethoxymethoxycinnamic acid